methyl trans-4-[(5-cyanobenzimidazol-1-yl)methyl]cyclohexanecarboxylate C(#N)C1=CC2=C(N(C=N2)C[C@@H]2CC[C@H](CC2)C(=O)OC)C=C1